2-[4-{5-chloro-2-[4-(difluoromethyl)-1H-1,2,3-triazol-1-yl]phenyl}-5-methoxy-2-oxopyridin-1(2H)-yl]-N-(2-methyl-2H-indazol-5-yl)hexanamide ClC=1C=CC(=C(C1)C1=CC(N(C=C1OC)C(C(=O)NC1=CC2=CN(N=C2C=C1)C)CCCC)=O)N1N=NC(=C1)C(F)F